1-(4-(6-(2-(2-fluoro-5-(trifluoromethoxy)phenyl)acetamido)pyridazin-3-yl)butyl)-N-(pyridin-4-ylmethyl)-1H-1,2,3-triazole-4-carboxamide FC1=C(C=C(C=C1)OC(F)(F)F)CC(=O)NC1=CC=C(N=N1)CCCCN1N=NC(=C1)C(=O)NCC1=CC=NC=C1